9,10-di(2-naphthalenyl)anthracene C1=C(C=CC2=CC=CC=C12)C=1C2=CC=CC=C2C(=C2C=CC=CC12)C1=CC2=CC=CC=C2C=C1